(2-(4-((tert-butoxycarbonyl)amino)-2-chlorophenyl)thiazole-4-carbonyl)-L-serine methyl ester COC([C@@H](NC(=O)C=1N=C(SC1)C1=C(C=C(C=C1)NC(=O)OC(C)(C)C)Cl)CO)=O